3-(2-(diisopropylamino) ethyl)-1H-indol-4-yl isobutyrate C(C(C)C)(=O)OC1=C2C(=CNC2=CC=C1)CCN(C(C)C)C(C)C